O1N=NC(=C1)OOOC=1N=NOC1 oxadiazoleoxyether